7-((6-aminopyridin-2-yl)oxy)-5-methyl-3-((6-methylpyridin-2-yl)methyl)-3,5-dihydro-4H-pyridazino[4,5-b]indol-4-one NC1=CC=CC(=N1)OC=1C=CC=2C3=C(N(C2C1)C)C(N(N=C3)CC3=NC(=CC=C3)C)=O